FC1=C(C=CC(=C1)OC1=CC(=NC=C1)C1=CC=CC=C1)NC1=NC=NC2=CC(=C(C=C12)NC1CCN(CC1)C(C=C)=O)OC 1-(4-((4-((2-fluoro-4-((2-phenylpyridin-4-yl)oxy)phenyl)amino)-7-methoxyquinazolin-6-yl)amino)piperidin-1-yl)prop-2-en-1-one